2,3-dimethyl-1,2,4-pentanetriol CC(CO)(C(C(C)O)C)O